NC1=C(C(=O)NC23CCC(CC2)(CC3)O)C=C(C=N1)C1=CC=C(C=C1)C13CN(CC3C1)CCN1CCOCC1 2-amino-N-(4-hydroxy-bicyclo[2.2.2]oct-1-yl)-5-(4-(3-(2-morpholinoethyl)-3-azabicyclo[3.1.0]hex-1-yl)phenyl)nicotinamide